7-(cyclopentyloxy)-2-(1-methyl-2-oxabicyclo[2.2.1]hept-4-yl)imidazo[1,2-a]pyrimidine-6-carboxylic acid ethyl ester C(C)OC(=O)C=1C(=NC=2N(C1)C=C(N2)C21COC(CC2)(C1)C)OC1CCCC1